2'-[6-amino-5-(trifluoromethyl)pyridin-3-yl]-N-[(1R)-1-(2-cyanopyridin-4-yl)ethyl]-5',6'-dihydrospiro[pyrrolidine-3,4'-pyrrolo[1,2-b]pyrazole]-1-carboxamide NC1=C(C=C(C=N1)C=1C=C2N(N1)CCC21CN(CC1)C(=O)N[C@H](C)C1=CC(=NC=C1)C#N)C(F)(F)F